CC(C)OC=1C=C2C(=CC=NC2=CC1C(=O)N)OC1C2C3C2CC1C3 6-(propan-2-yloxy)-4-(tricyclo[2.2.1.02,6]hept-3-yloxy)quinoline-7-carboxamide